CC1=CC=C(C=C1)S(=O)(=O)OC=1C=C(C=CC1)NC(N)=O N'-(3-(p-toluenesulfonyloxy)phenyl)-urea